BrC=1C2(C3=CC=CC=C3C1)CCC(CC2)(C(=O)O)NC2=CC(=C(C=C2)F)Cl (1s,4s)-2'-bromo-4-(3-chloro-4-fluoroanilino)spiro[cyclohexane-1,1'-indene]-4-carboxylic acid